[NH4+].NO hydroxylamine, ammonium salt